OC(C(=O)O)(C(C)C)C(F)(F)F 2-hydroxy-3-methyl-2-(trifluoromethyl)butanoic acid